NCCC1=CC(=C(C=C1OC)S(=O)(=N)C(F)F)OC (4-(2-aminoethyl)-2,5-dimethoxyphenyl)(difluoromethyl)(imino)-λ6-sulfanone